4-((8-aminooctyl)amino)-2-(2,6-dioxopiperidin-3-yl)isoindoline NCCCCCCCCNC1=C2CN(CC2=CC=C1)C1C(NC(CC1)=O)=O